3-[[2-(Cyclobutoxy)acetyl]amino]bicyclo[1.1.1]pentane-1-carboxylic acid methyl ester COC(=O)C12CC(C1)(C2)NC(COC2CCC2)=O